NC1=C(C(=O)OC)C=CC(=N1)C1NCCC(C1)(F)F Methyl 2-amino-6-(4,4-difluoropiperidin-2-yl)nicotinate